C(C1=CC=CC=C1)OC[C@]1(CN(CC1)C(C)(C)C1=NC=CC=C1)CCC1=CC=2C(=NON2)C=C1 (R)-5-(2-(3-((benzyloxy)methyl)-1-(2-(pyridin-2-yl)propan-2-yl)pyrrolidin-3-yl)ethyl)benzo[c][1,2,5]oxadiazole